4-(2-(bis(2-methoxyethyl)amino)-6-((2-methoxyethyl)(3,4,5-trimethoxybenzyl)amino)-8-(4-methoxypiperidin-1-yl)pyrimido[5,4-d]pyrimidin-4-yl)-1-methylpiperazin-2-one COCCN(C=1N=C(C2=C(N1)C(=NC(=N2)N(CC2=CC(=C(C(=C2)OC)OC)OC)CCOC)N2CCC(CC2)OC)N2CC(N(CC2)C)=O)CCOC